NC1=C(C(N(C2=CC=C(C=C12)Br)C)=O)C 4-amino-6-bromo-1,3-dimethylquinolin-2(1H)-one